COC=1C=C(C=C(C1)OC)C(C#N)(C)C 2-(3,5-dimethoxyphenyl)-2-methylpropanenitrile